BrC1=CC=C2C=3C(=NC=NC13)N(C2=O)C2C(NC(CC2)=O)=O 3-(8-bromo-5-oxopyrrolo[2,3,4-de]quinazolin-4(5H)-yl)piperidine-2,6-dione